fluoro-N-(4-fluoro-3-(hydroxymethyl)benzyl)-4'-oxo-3',4'-dihydro-1'h-spiro[piperidine-4,2'-quinoline]-1-carboxamide FN1C2(CC(C3=CC=CC=C13)=O)CCN(CC2)C(=O)NCC2=CC(=C(C=C2)F)CO